FC(C1=NN(C2=C(C=CC=C12)CC(=O)OC(C)(C)C)C)F tert-butyl 2-(3-(difluoromethyl)-1-methyl-1H-indazol-7-yl)acetate